O=C1N(CCC(N1)=O)C1=NN(C2=CC(=CC=C12)NC1CCN(CC1)C(=O)OC(C)(C)C)C tert-butyl 4-((3-(2,4-dioxotetrahydropyrimidin-1(2H)-yl)-1-methyl-1H-indazol-6-yl)amino)piperidine-1-carboxylate